C(C)N(CCOC1=CC=C(C(=N1)C#N)N1C=NC(=C1)C1=NC(=NC=C1C(F)(F)F)NC1CCN(CC1)S(=O)(=O)C)C 6-(2-(Ethyl(methyl)amino)ethoxy)-3-(4-(2-((1-(methylsulfonyl)piperidin-4-yl)amino)-5-(trifluoromethyl)pyrimidin-4-yl)-1H-imidazol-1-yl)picolinonitrile